OS1(C(=C(C=2S(C(=C(C21)C2=CC=CC=C2)C2=CC=CC=C2)(O)(O)(O)O)C2=CC=CC=C2)C2=CC=CC=C2)(O)(O)O octahydroxytetraphenyl-thieno[3,2-b]thiophene